3-(5-phenylphenyl)-N-[4-(1-pyrrolidinylsulfonyl)phenyl]acryl-amide C1(=CC=CC=C1)C=1C=CC=C(C1)C=CC(=O)NC1=CC=C(C=C1)S(=O)(=O)N1CCCC1